CC1(CC1)OC=1C=C2C(=CN1)N(N=C2C2=CC(=NC=N2)N2CCN(CC2)C(=O)OC(C)(C)C)C(C2=CC=CC=C2)(C2=CC=CC=C2)C2=CC=CC=C2 tert-butyl 4-[6-[5-(1-methylcyclopropoxy)-1-trityl-pyrazolo[3,4-c]pyridin-3-yl]pyrimidin-4-yl]piperazine-1-carboxylate